butyl-urethane (butyl carbamate) C(CCC)NC(O)=O.C(CCC)NC(=O)OCC